O=C1NC(CCC1N1C(C2=CC=CC(=C2C1=O)NCC(=O)NCC#C)=O)=O 2-((2-(2,6-dioxopiperidin-3-yl)-1,3-dioxoisoindolin-4-yl)amino)-N-(prop-2-yn-1-yl)acetamide